C(#N)C=1C=NN2C1C(=CC(=C2)OCC(C)(C)O)C=2C=CC(=NC2)N2C[C@@H]1[C@H](C2)CC(C1)(C)NC(C1=CN=C(C=C1)OC)=O N-((3aR,5r,6aS)-2-(5-(3-cyano-6-(2-hydroxy-2-methylpropoxy)pyrazolo[1,5-a]pyridin-4-yl)pyridin-2-yl)-5-methyloctahydrocyclopenta[c]pyrrol-5-yl)-6-methoxynicotinamide